5-((2-(difluoromethyl)pyridin-3-yl)methoxy)-2-methylbenzofuran-3-carboxylic acid FC(C1=NC=CC=C1COC=1C=CC2=C(C(=C(O2)C)C(=O)O)C1)F